COC(C1=CC(=C(C(=C1)Br)N[C@H](C)CCCC(=O)OCC)N)=O (R)-3-amino-5-bromo-4-((6-ethoxy-6-oxohexan-2-yl)amino)benzoic acid methyl ester